CC1(C=CC(O1)=O)C 5,5-dimethylfuran-2(5H)-one